1-(2-(3,8-diazabicyclo[3.2.1]octan-8-yl)-7,8-dihydro-1,6-naphthyridin-6(5H)-yl)-2-(1-methylcyclopentyl)ethan-1-one C12CNCC(CC1)N2C2=NC=1CCN(CC1C=C2)C(CC2(CCCC2)C)=O